O(C1=CC=CC=C1)C=1C=C(C=CC1)C=1N=NNC1C(=O)O 4-(3-phenoxyphenyl)-1H-1,2,3-triazole-5-carboxylic acid